(((t-butoxycarbonyl)amino)azetidinyl)-1-(cyclobutylmethyl)-4-oxo-1,4-dihydroquinoline-3-carboxylic acid ethyl ester C(C)OC(=O)C1=C(N(C2=CC=CC=C2C1=O)CC1CCC1)N1C(CC1)NC(=O)OC(C)(C)C